tert-butyl 4-(5-bromopyrazin-2-yl)-3,6-dihydro-2H-pyridine-1-carboxylate BrC=1N=CC(=NC1)C=1CCN(CC1)C(=O)OC(C)(C)C